C1(=CC=CC=C1)NC(NC1=CC=CC(=N1)C1CN(CCC1)C(=O)OC(C)(C)C)=O tert-Butyl 3-(6-(3-phenylureido)pyridin-2-yl)piperidine-1-carboxylate